1-((2,4-dinitrophenyl)amino)-l-1-oxo-3,6,9,15-tetraoxa-12-azaoctadecan-18-oic acid [N+](=O)([O-])C1=C(C=CC(=C1)[N+](=O)[O-])NC(COCCOCCOCCNCCOCCC(=O)O)=O